C1(CCCCC1)NC1=C(C=C2C(C(=CN(C2=C1)C(=C)CF)C(=O)O)=O)F 7-(cyclohexylamino)-6-fluoro-1-(3-fluoroprop-1-en-2-yl)-4-oxo-1,4-dihydroquinoline-3-carboxylic acid